C(C=C)OC(=O)N1C([C@H]2N(C(C3=C1C=C(C(=C3)OC)OC[C@H](CC(=O)O)O)=O)CC=C(C2)C2=CSC=C2)O (3S)-4-(((6aS)-5-((allyloxy)carbonyl)-6-hydroxy-2-methoxy-12-oxo-8-(thiophen-3-yl)-5,6,6a,7,10,12-hexahydrobenzo[e]pyrido[1,2-a][1,4]diazepin-3-yl)oxy)-3-hydroxybutanoic acid